Cl.C12CC(CC(CCC1)N2)N(C=2SC1=NC(=CC=C1N2)C=2C=C(C=1N(C2)C=C(N1)C)F)C N-[(3-exo)-9-Azabicyclo[3.3.1]non-3-yl]-5-(8-fluoro-2-methylimidazo[1,2-a]pyridin-6-yl)-N-methyl[1,3]thiazolo[5,4-b]pyridin-2-amin-Hydrochlorid